5-pentadecyl-1,3-benzenediol C(CCCCCCCCCCCCCC)C=1C=C(C=C(C1)O)O